N1(CCCC12CCNCC2)C[C@@H]2[C@H]([C@H]([C@@H](C2)N2C=CC1=C2N=CN=C1NC)O)O (1S,2R,3R,5R)-3-{1,8-diazaspiro[4.5]decan-1-ylmethyl}-5-[4-(methylamino)pyrrolo[2,3-d]pyrimidin-7-yl]cyclopentane-1,2-diol